isopropyl 3-(3-methyl-4-((3-(oxazol-2-yl)phenyl)carbamoyl)-5-oxo-4,5-dihydro-1H-pyrazol-1-yl)benzoate CC1=NN(C(C1C(NC1=CC(=CC=C1)C=1OC=CN1)=O)=O)C=1C=C(C(=O)OC(C)C)C=CC1